(1-(1-(1-(4-methoxybenzyl)-6-oxo-5-(trifluoromethyl)-1,6-dihydropyridazin-4-yl)pyrrolidin-2-yl)methoxy)propionic acid COC1=CC=C(CN2N=CC(=C(C2=O)C(F)(F)F)N2C(CCC2)COC(C(=O)O)C)C=C1